N1N=CC=C1C1=CC=C(C=N1)N1CCN(CC1)CC1=CN=C2C=C(C=NC2=C1)CC 7-((4-(6-(1H-pyrazol-5-yl)pyridin-3-yl)piperazin-1-yl)methyl)-3-ethyl-1,5-naphthyridine